FC(C1=C(C=CC(=C1)C(F)(F)F)[C@@H](C)N1N=CC(=C1)NC(=O)C1=NOC(=C1)C1=C(C=CC=C1)OC)(F)F |r| (R) and (S)-N-(1-(1-(2,4-bis(trifluoromethyl)phenyl)ethyl)-1H-pyrazol-4-yl)-5-(2-methoxyphenyl)isoxazole-3-carboxamide